FC1=C(SC(=C1)C1CCNCC1)C(=O)NC=1C=C(C=2N(C1)C=C(N2)C)F 3-fluoro-N-[8-fluoro-2-methylimidazo[1,2-a]pyridin-6-yl]-5-(piperidin-4-yl)thiophene-2-carboxamide